C(#N)C=1N=CC(=NC1)NC1=CC(=C(N=N1)C(=O)NCC(F)(F)F)NCC1CNCC1 6-(5-cyanopyrazin-2-ylamino)-4-(pyrrolidin-3-ylmethylamino)-N-(2,2,2-trifluoroethyl)pyridazine-3-carboxamide